allyl (3-(hydroxymethyl)pyridin-2-yl)(methyl)carbamate OCC=1C(=NC=CC1)N(C(OCC=C)=O)C